3-((2-(6-cyclopropylpyridin-3-yl)-8-methoxy-2,3-dihydrobenzo[b][1,4]dioxin-6-yl)methyl)-5-methyl-3H-imidazo[4,5-b]pyridine C1(CC1)C1=CC=C(C=N1)C1COC2=C(O1)C(=CC(=C2)CN2C=NC=1C2=NC(=CC1)C)OC